C(C)(=O)N1CC(N(CC1)C1=NN(C(=C1)C1CC1)C1CC2(CN(C2)C(=O)OC(C)(C)C)C1)(C)C Tert-butyl 6-(3-(4-acetyl-2,2-dimethylpiperazin-1-yl)-5-cyclopropyl-1H-pyrazol-1-yl)-2-azaspiro[3.3]heptane-2-carboxylate